2,5-bis(2-furyl)toluene O1C(=CC=C1)C1=C(C)C=C(C=C1)C=1OC=CC1